C(C)C=1C(=CC=C2C=C(C=C(C12)N1CC=2N=C(N=C(C2CC1)O)OCC12CCCN2C\C(\C1)=C/F)OCOC)F (Z)-7-(8-ethyl-7-fluoro-3-(methoxymethoxy)naphthalen-1-yl)-2-((2-(fluoromethylene)tetrahydro-1H-pyrrolizin-7a(5H)-yl)methoxy)-5,6,7,8-tetrahydropyrido[3,4-d]pyrimidin-4-ol